OC=1C=CC2=C(N(C(O2)=O)CC2=C(C=CC=C2)OC)C1 5-hydroxy-3-(2-methoxybenzyl)benzoxazol-2-one